tert-butyl (S)-(7-(2-(3-(benzyloxy)-3-methylazetidin-1-yl)ethoxy)-5-methyl-4-oxo-2,3,4,5-tetrahydrobenzo[b][1,4]oxazepin-3-yl)carbamate C(C1=CC=CC=C1)OC1(CN(C1)CCOC1=CC2=C(OC[C@@H](C(N2C)=O)NC(OC(C)(C)C)=O)C=C1)C